4-methyl-5-phenyl-4H-1,2,4-triazol CN1C=NN=C1C1=CC=CC=C1